(4-(dibenzo[b,d]furan-1-yl)naphthalen-2-yl)boronic acid C1(=CC=CC=2OC3=C(C21)C=CC=C3)C3=CC(=CC2=CC=CC=C32)B(O)O